FC1=C(C(=C(C=C1F)F)F)N1C(CC2=CC=CC=C12)=O 1-(2,3,5,6-tetrafluorophenyl)indol-2-one